1,9-Diisocyanato-5-methylnonan N(=C=O)CCCCC(CCCCN=C=O)C